COC=1C=C(CS(=O)(=O)C2=CC(=C(C=C2)N2CCN(CC2)C(C)=O)[N+](=O)[O-])C=CC1 1-(4-{4-[(3-methoxybenzyl)sulfonyl]-2-nitrophenyl}piperazin-1-yl)ethan-1-one